2-(2-((5-Bromo-2-((2-methoxy-5-methyl-4-(4-(4-methylpiperazin-1-yl)piperidin-1-yl)phenyl)amino)pyrimidin-4-yl)amino)-4-(trifluoromethyl)phenyl)propan-2-ol BrC=1C(=NC(=NC1)NC1=C(C=C(C(=C1)C)N1CCC(CC1)N1CCN(CC1)C)OC)NC1=C(C=CC(=C1)C(F)(F)F)C(C)(C)O